C(C=C)(=O)O.C(C=C)(=O)O.C1(CCCCC1)(CO)CO.C1(CCCCC1)(CO)CO.C1(CCCCC1)(CO)CO tricyclohexanedimethanol diacrylate